(R)-4-(7-bromo-6-chloro-3-cyano-8-fluoro-2-(((3R,4R)-4-methyl Oxy-1-methylpyrrolidin-3-yl)oxy)quinolin-4-yl)-2-methylpiperazine-1-carboxylate BrC1=C(C=C2C(=C(C(=NC2=C1F)O[C@@H]1CN(C[C@H]1OC)C)C#N)N1C[C@H](N(CC1)C(=O)[O-])C)Cl